ClC=1C(=C(C(=CC1)OC)C1=CC(=NC=C1C(=O)NC=1SC(=NN1)SCCOC)C)F 4-(3-chloro-2-fluoro-6-methoxyphenyl)-N-(5-((2-methoxyethyl)thio)-1,3,4-thiadiazol-2-yl)-6-methylnicotinamide